CN(S(=O)(=O)C)CC1=C(C=CC(=C1)C)[N+](=O)[O-] N-methyl-N-(5-methyl-2-nitrophenyl)methylmethanesulfonamide